C(C)(C)(C)OC(=O)N1CCC(CC1)N1C=C(C=2C1=NC(=CN2)N=C(C2=CC=CC=C2)C2=CC=CC=C2)F 4-(3-((diphenylmethylene)amino)-7-fluoro-5H-pyrrolo[2,3-b]pyrazin-5-yl)piperidine-1-carboxylic acid tert-butyl ester